1-(triethoxysilylmethyl)-4-methylhexa-hydro-1,4-diazin-3-one C(C)O[Si](OCC)(OCC)CN1CC(N(CC1)C)=O